NC=1C=CC(=C(C1)CC1=C(C=CC(=C1)N)O)O di(5-amino-2-hydroxyphenyl)methane